perfluorocyclopentanone FC1(C(C(C(C1(F)F)(F)F)(F)F)=O)F